S1C2=C(C=C1)C(=CC=C2)CN2CCC1(CC2)COC2=C3CN(C(C3=CC=C21)=O)C2C(NC(CC2)=O)=O 3-(1'-(benzo[b]thiophen-4-ylmethyl)-6-oxo-6,8-dihydro-2H,7H-spiro[furo[2,3-e]isoindole-3,4'-piperidin]-7-yl)piperidine-2,6-dione